tert-butyl-(4-amino-4-(5-methoxy-1-methyl-benzo[d]imidazol-2-yl)butyl)carbamate C(C)(C)(C)OC(NCCCC(C1=NC2=C(N1C)C=CC(=C2)OC)N)=O